8-(4-bromo-2-methoxyphenyl)-2-chloro-7-methyl-7H-purine BrC1=CC(=C(C=C1)C1=NC2=NC(=NC=C2N1C)Cl)OC